4-(6-chloro-8-fluoro-4-((1S,5R)-1-methyl-3,8-diazabicyclo[3.2.1]octan-3-yl)-2-(((R)-pyrrolidin-3-yl)methoxy)quinazolin-7-yl)naphthalen-2-ol ClC=1C=C2C(=NC(=NC2=C(C1C1=CC(=CC2=CC=CC=C12)O)F)OC[C@H]1CNCC1)N1C[C@@]2(CC[C@H](C1)N2)C